FC(C(=O)[O-])(F)F.C1(=CC=CC=C1)PC1=CC=CC=C1.[Ru+2].FC(C(=O)[O-])(F)F ruthenium (II) diphenylphosphine trifluoroacetate